S(=O)(=O)(O)C=1C(=O)NC(C1)=O Sulfomaleimide